BrC1=NN(C=C1C(=O)O)C1COC1 3-Bromo-1-(oxetan-3-yl)pyrazole-4-carboxylic acid